C(C)OCC(=O)NC=1C(=C(C=CC1F)NC(C1=CC=CC=C1)=O)F N-(3-(2-ethoxyacetamido)-2,4-difluorophenyl)benzamide